C(CCC)C=CCCCC butyl-1-hexene